N-(3-(2-(Cyclopropancarboxamido)pyridin-4-yl)-1H-indol-7-yl)-5-fluoronicotinamid C1(CC1)C(=O)NC1=NC=CC(=C1)C1=CNC2=C(C=CC=C12)NC(C1=CN=CC(=C1)F)=O